ON(O)CCC N,N-dihydroxyethyl-methylamine